4-amino-3-(6-o-tolylpyridin-3-ylazo)naphthalene-1-sulfonic acid NC1=C(C=C(C2=CC=CC=C12)S(=O)(=O)O)N=NC=1C=NC(=CC1)C1=C(C=CC=C1)C